2-(2-(2-iodoethoxy)ethoxy)ethylamine ICCOCCOCCN